1-(2,3-dichlorophenyl)piperazine hydrochloride salt Cl.ClC1=C(C=CC=C1Cl)N1CCNCC1